OC(=O)C(F)(F)F.C[C@@H]1CNCC[C@@H]1N1N=CC(=C1)[N+](=O)[O-] (3R,4S)-3-methyl-4-(4-nitro-1H-pyrazol-1-yl)piperidine TFA salt